ClC1=CC=C(C=C1)C1C(=NNC1)C1=CC=CC=C1 4-(4-chlorophenyl)-3-phenyl-4,5-dihydro-1H-pyrazole